bis(thietanylthio)dithiastannetane S1C(CC1)S[Sn]1(SSC1)SC1SCC1